1,8-Anthraquinonedisulfonic acid C1=CC2=C(C(=C1)S(=O)(=O)O)C(=O)C3=C(C2=O)C=CC=C3S(=O)(=O)O